CN(C1=CC(=C(C=C1)C1CC(NC=2C=C3C(=CC12)OCO3)=O)OCC)C 8-(4-(dimethylamino)-2-ethoxyphenyl)-7,8-dihydro-[1,3]dioxolo[4,5-g]quinolin-6(5H)-one